1,6-dioxaspiro[3.4]octane O1CCC12COCC2